C(C)N1CC(C1)CCC1=C(C=CC(=C1)F)S(=O)(=O)NC1=C(C2=C([C@@H]3[C@H](CO2)C3)C=C1)C(=O)O |r| (1aRS,7bSR)-5-{2-[2-(1-ethylazetidin-3-yl)ethyl]-4-fluoro-benzenesulfonyl-amino}-1,1a,2,7b-tetrahydrocyclopropa[c]benzopyran-4-carboxylic acid